FC(OC1=CC=C(C=C1)N1C(C(=CC2=C1N=C(N=C2)NCC(F)(F)F)C2=CC=C(C=C2)OC)=O)F 8-(4-(difluoromethoxy)phenyl)-6-(4-methoxyphenyl)-2-((2,2,2-trifluoroethyl)amino)pyrido[2,3-d]pyrimidin-7(8H)-one